C1OCC12CN(C2)[C@@H]2[C@H](CCCC2)OC=2C=C1CN(C(C1=CC2)=O)C2C(NC(CC2)=O)=O 3-(5-(((1S,2S)-2-(2-oxa-6-azaspiro[3.3]heptan-6-yl)cyclohexyl)oxy)-1-oxoisoindolin-2-yl)piperidine-2,6-dione